[N+](=O)([O-])C1=CC=C(C=C1)S(=O)(=O)Cl 4-nitro-benzenesulfonyl chloride